(propargyloxy)-carbonyl-L-lysine C(C#C)OC(=O)N[C@@H](CCCCN)C(=O)O